C1(CC1)C1=CC(=NN1C1=CC=CC=C1)C(=O)OCC ethyl 5-cyclopropyl-1-phenyl-1H-pyrazole-3-carboxylate